C(C)(=O)N1S(C2=C(C=C(C=C2)CC)C12C(N(C(C2)=O)C)=O)(=O)=O 2-acetyl-5-ethyl-1'-methyl-2H-spiro[benzo[d]isothiazole-3,3'-pyrrolidine]-2',5'-dione 1,1-dioxide